NC([C@H](C)NC1=CC(=NC(=N1)N1CC2=CC=CC(=C2CC1)C1=CC=C(C=C1)C(F)(F)F)C(=O)N)=O (S)-6-((1-amino-1-oxopropan-2-yl)amino)-2-(5-(4-(trifluoromethyl)phenyl)-3,4-dihydroisoquinolin-2(1H)-yl)pyrimidine-4-carboxamide